3-bromo-2,2-dimethoxypentane BrC(C(C)(OC)OC)CC